(1R,4aS,8aS)-1-(hydroxymethyl)-5,5,8a-trimethyloctahydronaphthalen-2(1H)-one OC[C@@H]1C(CC[C@H]2C(CCC[C@]12C)(C)C)=O